4-phenyl-pyrazol C1(=CC=CC=C1)C=1C=NNC1